BrC1=CC=CC=2CCCCC12 4-bromo-5,6,7,8-tetrahydronaphthalen